(S)-N-(3-chloro-4-(4-(pyrrolidine-3-carbonyl)piperazine-1-carbonyl)phenyl)-5-(1-cyclopropyl-3-(trifluoromethyl)-1H-pyrazol-4-yl)-1-methyl-1H-imidazole-2-carboxamide hydrochloride Cl.ClC=1C=C(C=CC1C(=O)N1CCN(CC1)C(=O)[C@@H]1CNCC1)NC(=O)C=1N(C(=CN1)C=1C(=NN(C1)C1CC1)C(F)(F)F)C